C(CCCCCCCC)C(CCCCCCCC)O 1-nonyl-nonanol